3-(7-(8-Ethyl-7-fluoro-3-hydroxynaphthalen-1-yl)-8-fluoro-2-(((2R,7aS)-2-fluorotetrahydro-1H-pyrrolizin-7a(5H)-yl)methoxy)pyrido[4,3-d]pyrimidin-4-yl)-3-azabicyclo[3.2.0]heptan-6-ol C(C)C=1C(=CC=C2C=C(C=C(C12)C1=C(C=2N=C(N=C(C2C=N1)N1CC2CC(C2C1)O)OC[C@]12CCCN2C[C@@H](C1)F)F)O)F